C(C)(=O)OC(C(=O)OCC)C1=C2C=CN=CC2=C(C=C1F)CO[Si](C)(C)C(C)(C)C ethyl 2-acetoxy-2-(8-(((tert-butyldimethylsilyl)oxy)methyl)-6-fluoroisoquinolin-5-yl)acetate